3-(4-chloro-6-methoxy-1-oxoisoindolin-2-yl)piperidine-2,6-dione ClC1=C2CN(C(C2=CC(=C1)OC)=O)C1C(NC(CC1)=O)=O